FC1=C(C=CC=C1)C1=C(C=NN1C1CC2(CNC2)C1)C(F)(F)F 6-(5-(2-fluorophenyl)-4-(trifluoromethyl)-1H-pyrazol-1-yl)-2-azaspiro[3.3]heptane